C(C)(=O)OC(C=CC(C(C=O)/C(=C/I)/C)C)C(C(C(C(CC=O)O)=O)=O)(C)O 7,10-dihydroxy-2-((E)-1-iodoprop-1-en-2-yl)-3,7-dimethyl-12-oxooxooxooxododec-4-en-6-yl acetate